Hexadecenol CCCCCCCCCCCCCC/C=C/O